6-allyl-N-[4-(1-methyl-1H-benzimidazol-2-yl)phenyl]-6H-pyrimido[5,4-c][2,1]benzothiazin-2-amine C(C=C)N1SC2=C(C3=C1C=CC=C3)N=C(N=C2)NC2=CC=C(C=C2)C2=NC3=C(N2C)C=CC=C3